C(N)(OC(=O)OC(C)(C)C)=O mono-Boc carbamate